C(C)C1=CC=C(C=C1)S(=O)(=O)O D-p-ethylbenzenesulfonic acid